2-(1-(5-(3-((4-aminopiperidin-1-yl)methyl)-5-(1-methyl-6-oxo-1,6-dihydropyridin-3-yl)-1H-pyrrolo[2,3-b]pyridin-1-yl)pentanoyl)-3-oxopiperazin-2-yl)-N-methylacetamide NC1CCN(CC1)CC1=CN(C2=NC=C(C=C21)C2=CN(C(C=C2)=O)C)CCCCC(=O)N2C(C(NCC2)=O)CC(=O)NC